ClC=1C(=NC(=NC1)N[C@H](C(C)(O)C)C)C1=CC2=C(N=C3N2CCCN3C)C(=C1)F (S)-3-((5-chloro-4-(9-fluoro-1-methyl-1,2,3,4-tetrahydrobenzo[4,5]imidazo[1,2-a]pyrimidin-7-yl)pyrimidin-2-yl)amino)-2-methylbutan-2-ol